FC=1C=C(C=C(C1)I)NC1=NC2=CC=CC=C2C(=N1)NC1CCNCC1 N2-(3-fluoro-5-iodophenyl)-N4-(piperidin-4-yl)quinazoline-2,4-diamine